ClC=1C=C(C\C=C\2/CN(C\C(\C2=O)=C/CC2=CC(=CC=C2)Cl)C(CCCC(=O)NC2=CCC(C=C2)=S(=O)=O)=O)C=CC1 5-(3,5-Bis((E)-3-chlorobenzyl-methylene)-4-oxopiperidin-1-yl)-5-oxo-N-(4-sulfonylphenyl)pentanamide